N[C@@H](CCC(=O)O)C(=O)O.C(CCCCCCC\C=C/CCCCCCCC)(=O)O oleic acid glutamate